(3S,4R)-3-Fluoro-4-(2-hydroxyethyl)piperidine-1-carboxylic acid tert-butyl ester C(C)(C)(C)OC(=O)N1C[C@H]([C@H](CC1)CCO)F